ClC=1NC(C2=C(N1)N(C=C2C2=C(C1=CN(N=C1C=C2)CC)Cl)COCC[Si](C)(C)C)=O 2-chloro-5-(4-chloro-2-ethyl-2H-indazol-5-yl)-7-((2-(trimethylsilyl)ethoxy)methyl)-3,7-dihydro-4H-pyrrolo[2,3-d]pyrimidin-4-one